N-((1s,3s)-3-((4-methoxy-5-(quinoxalin-6-yl)-7H-pyrrolo[2,3-d]pyrimidin-2-yl)amino)-1-methylcyclobutyl)propionamide COC=1C2=C(N=C(N1)NC1CC(C1)(C)NC(CC)=O)NC=C2C=2C=C1N=CC=NC1=CC2